N-(5-bromo-4-(dimethoxymethyl)pyridin-3-yl)propanamide BrC=1C(=C(C=NC1)NC(CC)=O)C(OC)OC